5,7-dihydroxy-3-(4-methoxyphenyl)-8-[(3-methylhexahydropyridin-1-yl)methyl]-4H-chromen-4-one OC1=C2C(C(=COC2=C(C(=C1)O)CN1CC(CCC1)C)C1=CC=C(C=C1)OC)=O